FC1=C(C(=C(C(=C1[B-](C1=C(C(=C(C(=C1F)F)F)F)F)(C1=C(C(=C(C(=C1F)F)F)F)F)C1=C(C(=C(C(=C1F)F)F)F)F)F)F)F)F.C(CC)[NH2+]CCC N,N-di(propyl)ammonium tetrakis(pentafluorophenyl)borate